ICC(C=C)I 1,2-diiodo-3-butene